O1C[C@@H](CC1)CC=1C=C2C(=CC=NC2=CC1)C(=O)O |r| rac-(R)-6-((tetrahydrofuran-3-yl)methyl)quinoline-4-carboxylic acid